ClC=1C=C(C=CC1)C1=NN=C(S1)C1=NN(C(C=C1)=O)CC(=O)NCC 2-[3-[5-(3-chlorophenyl)-1,3,4-thiadiazol-2-yl]-6-oxopyridazin-1-yl]-N-ethylacetamide